Cl.Cl.NC[C@@H](C)NC(C1=C(C=C(C=C1)NC=1C=2N(C=CN1)C(=CN2)C2=C(C(=C(C=C2)OC)F)F)CC)=O (R)-N-(1-aminopropan-2-yl)-4-((3-(2,3-difluoro-4-methoxyphenyl)imidazo[1,2-a]pyrazin-8-yl)amino)-2-ethylbenzamide dihydrochloride